CC1=C(C(=C(C1)C)C)C 1,2,3,4-tetramethylcyclopentadiene